tert-butyl 4-{[(4-amino-6-chloropyridazin-3-yl)amino]methyl}piperidine-1-carboxylate NC1=C(N=NC(=C1)Cl)NCC1CCN(CC1)C(=O)OC(C)(C)C